O=C1N(C(C=C1)=O)C(CCOC(NCCC(NCCCCCNC(CCOCCOCCOCCOCCOCCOCCOCCOCCNC(CCC[N+](CCCS(=O)(=O)[O-])(C)C)=O)=O)=O)=O)C 52-(2,5-dioxo-2,5-dihydro-1H-pyrrol-1-yl)-4,4-dimethyl-8,36,44,48-tetraoxo-12,15,18,21,24,27,30,33,49-nonaoxa-4,9,37,43,47-pentaazatripentacontan-4-ium-1-sulfonate